C1(=CC=CC=C1)N1CNC2=C(C1)COC1=C2C=CC=C1 3-phenyl-3,4-dihydro-1H-benzopyrano[4,3-d]pyrimidine